CS(=O)(=O)OCC=1C(=NC(=NC1)SC)Cl (4-chloro-2-(methylthio)pyrimidin-5-yl)methyl methanesulfonate